C(#N)C1=CC(=C(OC2=C(C(=O)NC3=CC(=CC=C3)S(N)(=O)=O)C(=C(C=N2)C(F)(F)F)C)C=C1)OC 2-(4-cyano-2-methoxyphenoxy)-4-methyl-N-(3-sulfamoylphenyl)-5-(trifluoromethyl)nicotinamide